NC=1C2=C(N=CN1)N(C=C2)[C@H]2[C@@H]([C@@]([C@H](O2)COC2=CC=CC=C2)(O)C)O (2R,3S,4R,5R)-5-(4-amino-7H-pyrrolo[2,3-d]pyrimidin-7-yl)-3-methyl-2-(phenoxymethyl)tetrahydrofuran-3,4-diol